COC(C1=CC(=C(C=C1)N)NCC1=NN(C=C1)C)=O.ClCC1=NC2=C(N1CC1=NN(C=C1)C)C=C(C=C2)C(=O)OC Methyl 2-(chloromethyl)-1-((1-methyl-1H-pyrazol-3-yl)methyl)-1H-benzo[d]imidazole-6-carboxylate Methyl-4-amino-3-(((1-methyl-1H-pyrazol-3-yl)methyl)amino)benzoate